ClC=1C=CC2=C(C1)S(CC1=C2N(N=C1C(=O)N1C(COCC1)C=O)C1=CC=C(C=C1)CN1CCOCC1)(=O)=O 4-(7-chloro-1-(4-(morpholinomethyl)phenyl)-5,5-dioxo-1,4-dihydrothiochromeno[4,3-c]pyrazole-3-carbonyl)morpholine-3-carbaldehyde